2-methylcyclopropane-1-carboxylic acid CC1C(C1)C(=O)O